5-chloropyridine-3-carbaldehyde ClC=1C=C(C=NC1)C=O